1-((1R,4S,5S)-2-acetyl-2-azabicyclo[2.2.1]heptan-5-yl)-3-(5-chloro-4-(5,5-dimethyl-5,6-dihydro-4H-pyrrolo[1,2-b]pyrazol-3-yl)pyridin-2-yl)urea C(C)(=O)N1[C@H]2C[C@@H]([C@H](C1)C2)NC(=O)NC2=NC=C(C(=C2)C2=C1N(N=C2)CC(C1)(C)C)Cl